2-(4-cyclopropyl-2-(methoxymethoxy)phenyl)-4,4,5,5-tetramethyl-1,3,2-dioxaborolane C1(CC1)C1=CC(=C(C=C1)B1OC(C(O1)(C)C)(C)C)OCOC